N1CCC=2C1=NC=CC2N2C[C@@H](N(CC2)C(=O)OC(C)(C)C)C(C)(C)O tert-butyl (R)-4-(2,3-dihydro-1H-pyrrolo[2,3-b]pyridin-4-yl)-2-(2-hydroxypropan-2-yl)piperazine-1-carboxylate